COC(CC([SiH3])(OC)OC)NC(CC(OC)(OC)[SiH3])OC Bis(trimethoxy-silylpropyl)amin